C(C=C)(=O)N1CC2(C1)CN(CC2)C2=NC(=NC(=C2C#N)C2=C1C=NNC1=CC=C2C)OC=2C=NN(C2)C 4-(2-acryloyl-2,6-diazaspiro[3.4]octan-6-yl)-6-(5-methyl-1H-indazol-4-yl)-2-((1-methyl-1H-pyrazol-4-yl)oxy)pyrimidine-5-carbonitrile